Quinolin-2-ylmethyl (1-hydroxy-7-methyl-1,3-dihydrobenzo[c][1,2]oxaborole-6-carbonyl)-L-valinate OB1OCC2=C1C(=C(C=C2)C(=O)N[C@@H](C(C)C)C(=O)OCC2=NC1=CC=CC=C1C=C2)C